2-(6-(2-(2-(4-(N,N-bis(4-methoxybenzyl)sulfamoyl)-1H-pyrazol-1-yl)-2-methylpropoxy)pyridin-4-yl)-3-fluoro-2-isopropyl-4-(methoxymethyl)phenyl)-acetic acid tert-butyl ester C(C)(C)(C)OC(CC1=C(C(=C(C=C1C1=CC(=NC=C1)OCC(C)(C)N1N=CC(=C1)S(N(CC1=CC=C(C=C1)OC)CC1=CC=C(C=C1)OC)(=O)=O)COC)F)C(C)C)=O